6-(4-fluorobenzyl)-2,2-dihydroxy-8-(trifluoromethyl)-6H-dibenzo[c,e][1,2]thiazine 5,5-dioxide FC1=CC=C(CN2S(C3=C(C4=C2C=C(C=C4)C(F)(F)F)CC(C=C3)(O)O)(=O)=O)C=C1